7-Chloro-5-(piperazin-1-yl)-2,3-dihydro-1,4-benzodioxine ClC=1C=C(C2=C(OCCO2)C1)N1CCNCC1